magnesium aluminium monosilicate [Si]([O-])([O-])([O-])[O-].[Al+3].[Mg+2]